2-methyl-3-[(2Z,6E,10E,14E,18E,22E)-3,7,11,15,19,23,27-heptamethyloctacosa-2,6,10,14,18,22,26-heptaen-1-yl]naphthalene-1,4-dione CC=1C(C2=CC=CC=C2C(C1C\C=C(/CC\C=C(\CC\C=C(\CC\C=C(\CC\C=C(\CC\C=C(\CCC=C(C)C)/C)/C)/C)/C)/C)\C)=O)=O